1-(3-fluorophenyl)-1H-benzo[d]imidazol-2(3H)-one FC=1C=C(C=CC1)N1C(NC2=C1C=CC=C2)=O